CC1C(N(C2CC1C2)C(=O)C2=NC(=CC=C2N2N=CC=N2)C)CNC2=NC1=CC=CC=C1C=C2 cis-N-({4-Methyl-2-[6-methyl-3-(2H-1,2,3-triazol-2-yl)pyridin-2-carbonyl]-2-azabicyclo[3.1.1]heptan-3-yl}methyl)chinolin-2-amin